ethyl 11-ethyl-9-(3-hydroxypropyl)-1,9-diazatricyclo[6.3.1.04,12]dodeca-2,4(12),5,7-tetraene-2-carboxylate C(C)C1CN(C2=CC=CC=3C=C(N1C32)C(=O)OCC)CCCO